2-(((trans)-3-amino-3-methylcyclobutyl)amino)-8-(tert-butylamino)pyrido[3,4-d]pyrimidine-6-carbonitrile NC1(CC(C1)NC=1N=CC2=C(N1)C(=NC(=C2)C#N)NC(C)(C)C)C